CC1=NC(=NC(=C1S(=O)(=O)N1CC2(C1)CN(C2)CC2COC2)C)C(F)(F)F 2-[4,6-dimethyl-2-(trifluoromethyl)pyrimidin-5-yl]sulfonyl-6-(oxetan-3-ylmethyl)-2,6-diazaspiro[3.3]heptane